CC1=C(C=CC(=C1)C)C(CN1C=NC2=C(C1=O)C=NN2C2CS(CC2)(=O)=O)=O 5-(2-(2,4-dimethylphenyl)-2-oxoethyl)-1-(S,S-dioxo-tetrahydrothiophen-3-yl)-1H-pyrazolo[3,4-d]pyrimidin-4(5H)-one